1-(7-cyclopropyl-6-nitro-3,4-dihydroisoquinolin-2(1H)-yl)-2,2,2-trifluoroethan-1-one C1(CC1)C1=C(C=C2CCN(CC2=C1)C(C(F)(F)F)=O)[N+](=O)[O-]